4-amino-5,6-dihydrospiro[cyclopenta[c]pyridine-7,2'-pyrrolidin]-5'-one NC=1C2=C(C=NC1)C1(NC(CC1)=O)CC2